ClC=1C=C(C=CC1F)NC1=C2C=C(NC2=C(C(=C1)F)F)C(=O)O 4-((3-chloro-4-fluorophenyl)amino)-6,7-difluoro-1H-indole-2-carboxylic acid